FC1(CNCCC1C1=C(C=C2C(=NN(C2=C1)C)N1C(NC(CC1)=O)=O)F)F 1-[6-(3,3-difluoro-4-piperidyl)-5-fluoro-1-methyl-indazol-3-yl]hexahydropyrimidine-2,4-dione